hydroxymethyl-3,4-ethylenedioxythiophene OCC=1SC=C2C1OCCO2